C(C1=CC=CC=C1)OC1=C(C(=O)OC)C=CC=C1 Methyl 2-benzyloxybenzoate